NC1=NC=CC=C1C1=NC=2C(=NC=CC2)N1C1=CC=C(CNC(C2=NC(=CC=C2)C#N)=O)C=C1 N-(4-(2-(2-aminopyridin-3-yl)-3H-imidazo[4,5-b]pyridin-3-yl)benzyl)-6-cyanopicolinamide